C(C)(C)(C)OC(=O)N1[C@@H](CN(CC1)C1=C(C(=NC2=C(C(=C(C=C12)Cl)Br)F)O[C@@H]1CN(C[C@H]1OC)C)C#N)C (R)-4-(7-bromo-6-chloro-3-cyano-8-fluoro-2-(((3R,4R)-4-methoxy-1-methylpyrrolidin-3-yl)oxy)quinolin-4-yl)-2-methylpiperazine-1-carboxylic acid tert-butyl ester